2-{5-[2-(cyclopentylamino)pyridin-4-yl]-4-(4-methoxyphenyl)-1H-imidazol-1-yl}-1-(piperazin-1-yl)ethan-1-one C1(CCCC1)NC1=NC=CC(=C1)C1=C(N=CN1CC(=O)N1CCNCC1)C1=CC=C(C=C1)OC